22-Chloro-5,7,12-trifluoro-23-methoxy-20-oxa-2λ6-thia-3,11,19-triazapentacyclo[16.5.2.14,8.09,14.021,25]hexacosa-1(23),4(26),5,7,9(14),10,12,18,21,24-decaene 2,2-dioxide ClC1=C2ON=C3CCCC=4C=C(N=CC4C4=C(C=C(C(NS(C(=C1OC)C=C23)(=O)=O)=C4)F)F)F